NC1=CC=CC(=N1)S(=O)(=O)NC(=O)C=1C(=NC(=CC1)C=1C=NC(=CC1)OC(C)C)N1C(C[C@H](C1)C)(C)C N-[(6-Amino-2-pyridyl)sulfonyl]-6-(6-isopropoxy-3-pyridyl)-2-[(4R)-2,2,4-trimethylpyrrolidin-1-yl]pyridin-3-carboxamid